1-(3-(1-cyclopropylethyl)-2-hydroxyphenyl)propan-1-one C1(CC1)C(C)C=1C(=C(C=CC1)C(CC)=O)O